(R)-(tert-butyl 1-(3-(2,5-dimethyl-1H-pyrrol-1-yl)-2-methylphenyl) propan-2-yl) carbamate C(N)(O[C@@H](CC1=C(C(=CC=C1)N1C(=CC=C1C)C)C)CC(C)(C)C)=O